FC1=CC=C(C=C1)N1C(C(=CC=C1)C(=O)N)=O 1-(4-fluorophenyl)-2-oxopyridine-3-carboxamide